4-(1-bromo-1-(4-methoxyphenyl)-4,4-dimethylpent-1-en-3-yl)-2,6-di-tert-butylphenol BrC(=CC(C(C)(C)C)C1=CC(=C(C(=C1)C(C)(C)C)O)C(C)(C)C)C1=CC=C(C=C1)OC